4-(6-cyano-1-methyl-1H-indol-4-yl)pyrimidine-5-carboxylic acid isopropyl ester C(C)(C)OC(=O)C=1C(=NC=NC1)C1=C2C=CN(C2=CC(=C1)C#N)C